N-{5-[2-(3-aminopropoxy)-4-methoxypyridin-3-yl]-1H-pyrazol-3-yl}-5-chloropyrazin-2-amine NCCCOC1=NC=CC(=C1C1=CC(=NN1)NC1=NC=C(N=C1)Cl)OC